(3R)-3-[(4-fluorophenyl)methyl]-1-imidazo[1,2-a]pyridin-2-yl-4-prop-2-enoyl-piperazin-2-one FC1=CC=C(C=C1)C[C@@H]1C(N(CCN1C(C=C)=O)C=1N=C2N(C=CC=C2)C1)=O